Racemic-2-(3-(3-chloro-4-fluorophenyl)-1-(1-(6,8-difluoro-1-oxo-1,2-dihydroisoquinolin-4-yl)ethyl)ureido)ethane-1-sulfonamide ClC=1C=C(C=CC1F)NC(N([C@H](C)C1=CNC(C2=C(C=C(C=C12)F)F)=O)CCS(=O)(=O)N)=O |r|